2-chloro-N-(((1R,5S,6s)-3-(5-(6-ethoxy-1H-pyrazolo[3',4':3,4]pyrazolo[1,5-a]pyridin-4-yl)pyridin-2-yl)-3-azabicyclo[3.1.0]hexan-6-yl)methyl)-6-fluorobenzamide ClC1=C(C(=O)NCC2[C@@H]3CN(C[C@H]23)C2=NC=C(C=C2)C=2C=3N(C=C(C2)OCC)N=C2C3C=NN2)C(=CC=C1)F